4-((2,6-dioxo-3,6-dihydropyrimidin-1(2H)-yl)methyl)-N-methyl-N-(2,2,2-trifluoroethyl)benzamide O=C1N(C(C=CN1)=O)CC1=CC=C(C(=O)N(CC(F)(F)F)C)C=C1